C(C1=CN=CC=C1)(=O)O.N1=CC=CC(=C1)C1N(C)CCC1 nicotine nicotinate